C(#N)C1=CC=C(CNC(=O)C=2NC=C(C2)C(CC)=O)C=C1 N-(4-cyanobenzyl)-4-propionyl-1H-pyrrole-2-carboxamide